trans-((S)-3-(3,5-difluorophenyl)isoxazolidin-2-yl)(4-((6-fluoro-1H-pyrrolo[3,2-b]pyridin-1-yl)methyl)cyclohexyl)methanone FC=1C=C(C=C(C1)F)[C@H]1N(OCC1)C(=O)[C@@H]1CC[C@H](CC1)CN1C=CC2=NC=C(C=C21)F